ClC=1N=C(C=2C(N1)=CN(N2)C)NCC2CCN(CC2)C2=NC=CC=C2 5-chloro-2-methyl-N-((1-(pyridin-2-yl)piperidin-4-yl)methyl)-2H-pyrazolo[4,3-d]pyrimidin-7-amine